NC1=NC(=C(C=2N1C(N(N2)CC=2N=COC2C)=O)C2=CC(=NC(=C2)C)CO)C2=CC=C(C=C2)F 5-amino-7-(4-fluorophenyl)-8-[2-(hydroxymethyl)-6-methyl-4-pyridyl]-2-[(5-methyl-oxazol-4-yl)methyl]-[1,2,4]triazolo[4,3-c]pyrimidin-3-one